O1CCN(CC1)CCCO\N=C/1\C(\NC2=CC=CC=C12)=C/1\C(NC2=CC=C(C=C12)C#N)=O (2Z,3E)-3-((3-morpholinopropoxy)imino)-2'-oxo-[2,3'-biindolinylidene]-5'-carbonitrile